NC1=CC=C(C(C(=O)O)O)C=C1 p-aminomandelic acid